3-((2-amino-5-bromopyridin-3-yl)amino)-2-((tert-butoxycarbonyl)amino)propanoic acid NC1=NC=C(C=C1NCC(C(=O)O)NC(=O)OC(C)(C)C)Br